C(C)(C)(C)N1C=C(C=2C1=NC(=CC2)C(=O)N2CCC(CC2)CC(=O)N)C2=CC(=C(C=C2)Cl)F 2-(1-(1-(tert-butyl)-3-(4-chloro-3-fluorophenyl)-1H-pyrrolo[2,3-b]pyridine-6-carbonyl)piperidin-4-yl)acetamide